C(N)(=O)N(C1CCCCC1)C1CCCCC1 carbamoyldicyclohexylamine